C(C)N1N=C(C(=C1)C(=O)NC(=S)NNC)C1=CC(=CC=C1)[N+](=O)[O-] 1-ethyl-N-(2-methylhydrazine-1-thiocarbonyl)-3-(3-nitrophenyl)-1H-pyrazole-4-carboxamide